ClC=1N=CN(C1CCl)CC(F)(F)F 4-Chloro-5-(chloromethyl)-1-(2,2,2-trifluoroethyl)imidazole